C(C)(=O)NC=1N=C2N(N=C(C=C2)C=2C=C(C(=NC2)C)C(=O)NC=2C=NN(C2)C(C)C2=CC=C(C=C2)F)C1 5-{2-acetamidoimidazo[1,2-b]pyridazin-6-yl}-N-{1-[1-(4-fluorophenyl)ethyl]-1H-pyrazol-4-yl}-2-methylpyridine-3-carboxamide